S1C(=CC=C1)C[C@H](N)C(=O)O (S)-β-(2-Thienyl)-alanine